OC[C@]1(O[C@H](CN(C1)C(C)C)N1C=2N=CNC(C2N=C1)=O)CO[Si](C(C)C)(C(C)C)C(C)C 9-[(2R,6S)-6-(hydroxymethyl)-4-isopropyl-6-(triisopropylsiloxymethyl)morpholin-2-yl]-1H-purin-6-one